FC(S(=O)(=O)OC[C@@H](COC=1C=C2C(=NC=NN2C1)C1=CC(=C(C=C1)CNC(=O)OC(C)(C)C)C)F)(F)F |r| [rac-(2R)-3-[4-[4-[(tert-butoxycarbonylamino)methyl]-3-methyl-phenyl]pyrrolo[2,1-f][1,2,4]triazin-6-yl]oxy-2-fluoro-propyl] trifluoromethanesulfonate